C(CCCCCCCCCCCCCCCCCCC)N Icosylamin